C(C)OC(=O)C1CCN(CC1)C(=O)OCC1=CC=CC=C1 piperidine-1,4-dicarboxylic acid 1-benzyl ester 4-ethyl ester